ethyl bromide triphenylphosphine salt C1(=CC=CC=C1)P(C1=CC=CC=C1)C1=CC=CC=C1.C(C)Br